C1(=CC=CC=C1)C(CNC(=O)C1=CC2=C(S1)C=CC=C2)C2=CC=CC=C2 N-(2,2-diphenylethyl)benzo[b]thiophene-2-carboxamide